2-[(6-methoxy-2-methyl-1,2,3,4-tetrahydroisoquinolin-7-yl)amino]-4-[(trans-4-methylcyclohexyl)amino]pyrimidine-5-carboxamide COC=1C=C2CCN(CC2=CC1NC1=NC=C(C(=N1)N[C@@H]1CC[C@H](CC1)C)C(=O)N)C